CC1(C(N(C=2C1=NC=C(C2)B(O)O)C2CC(C2)N2CCCCC2)=O)C (3,3-dimethyl-2-oxo-1-((1s,3s)-3-(piperidin-1-yl)cyclobutyl)-2,3-dihydro-1H-pyrrolo[3,2-b]pyridin-6-yl)boronic acid